N-[(2-amino-3-fluoroquinolin-7-yl)methyl]-N-(1,3-benzothiazol-4-yl)pyridine-3-carboxamide NC1=NC2=CC(=CC=C2C=C1F)CN(C(=O)C=1C=NC=CC1)C1=CC=CC2=C1N=CS2